4,5-dicarbonyl-1,3,2-dioxaborolan-2-yl 1-cyclopropyl-7-fluoro-8-methoxy-4-oxo-1,4-dihydroquinoline-3-carboxylate C1(CC1)N1C=C(C(C2=CC=C(C(=C12)OC)F)=O)C(=O)OB1OC(C(O1)=C=O)=C=O